3-((6-hydroxypyridin-2-yl)methyl)-3-methylpiperidin-2-one OC1=CC=CC(=N1)CC1(C(NCCC1)=O)C